BrC1=CC2=C(S1)C1=C3C=CC4=C(SC(=C4)Br)C3=C1C=C2 2,7-dibromobiphenyleno[1,2-b:5,6-b']dithiophene